Cl.CN(C(=O)C1(CCC1)C)[C@@H]1CNCC1 N,1-dimethyl-N-[(3S)-pyrrolidin-3-yl]cyclobutane-1-carboxamide hydrochloride